1,1-bis(trimethoxysilylmethyl)ethylene CO[Si](OC)(OC)CC(=C)C[Si](OC)(OC)OC